ClC1=CC=C(C=N1)C1CCN(CC1)C(=O)OC(C)(C)C tert-butyl 4-(6-chloro-3-pyridyl)piperidine-1-carboxylate